OCC([C@H]1[C@@H](C[C@H]2[C@@H]3CCC4=CC(C=C[C@]4(C)[C@H]3CC[C@]12C)=O)C)=O hydroxyl-16a-methyl-pregna-1,4-dien-3,20-dione